(S)-4-(7-(3,5-difluorophenyl)-5-(pyridin-2-yl)-7H-pyrrolo[2,3-d]pyrimidin-4-yl)-3-methylpiperazine-1-carboxylic acid tert-butyl ester C(C)(C)(C)OC(=O)N1C[C@@H](N(CC1)C=1C2=C(N=CN1)N(C=C2C2=NC=CC=C2)C2=CC(=CC(=C2)F)F)C